FC(C1=CC=C(C=C1)/C=C/CC(=O)O)(F)F (3E)-4-(4-trifluoromethylphenyl)but-3-enoic acid